(S)-1-(aminomethyl)-5-chloro-8-((5-(difluoromethyl)-1-methyl-1H-1,2,3-triazol-4-yl)methoxy)-3,4-dihydroisoquinoline-2(1H)-carboxylic acid tert-butyl ester C(C)(C)(C)OC(=O)N1[C@@H](C2=C(C=CC(=C2CC1)Cl)OCC=1N=NN(C1C(F)F)C)CN